N-(1-(phenylacetyl)-L-prolyl)glycine ethyl ester C(C)OC(CNC([C@H]1N(CCC1)C(CC1=CC=CC=C1)=O)=O)=O